CC12CC3(C(C(CCC3)(C)C)=C)CC2(O1)C 1,1',1',5-tetramethyl-2'-methylidenespiro[6-oxabicyclo[3.1.0]hexane-3,3'-cyclohexane]